CO[Si](CCC\C(=C(/C(=O)[O-])\CCC[Si](OC)(OC)OC)\C(=O)[O-])(OC)OC bis(3-trimethoxysilylpropyl)fumarate